C(#N)C1=NC2=CC(=CC(=C2N=C1N1CC(NCC1)=O)[C@@H](C)NC1=C(C(=O)O)C=CC=C1)C (R)-2-((1-(2-cyano-7-methyl-3-(3-oxopiperazin-1-yl)quinoxalin-5-yl)ethyl)amino)benzoic acid